C(CCCCCCC\C=C/CCCCCCCC)(=O)OC[C@H](COC(CCCN(C)C)=O)OC(CCCCCCC\C=C/CCCCCCCC)=O (R)-3-((4-(Dimethylamino)butanoyl)oxy)propane-1,2-diyl di-oleate